FC1=C(C(=C(C(=C1F)OC1=C(C(=C(C#N)C(=C1F)F)F)F)F)F)C1=C(C(=C(C(=C1)F)OC1=C(C(=C(C#N)C(=C1F)F)F)F)F)F 4,4'-((2,2',3,3',5,5',6-heptafluoro-[1,1'-biphenyl]-4,4'-diyl)bis(oxy))bis(2,3,5,6-tetrafluorobenzonitrile)